ClC=1C=C(OCC(=O)N2C[C@](CC2)(C)O)C=CC1C=1N(C2=NC=NC(=C2N1)OC1(CC1)C)CC1=NC=CC(=C1)C (R)-2-(3-chloro-4-(6-(1-methylcyclopropoxy)-9-((4-methylpyridin-2-yl)methyl)-9H-purin-8-yl)phenoxy)-1-(3-hydroxy-3-methylpyrrolidin-1-yl)ethan-1-one